Calcium-iron-magnesium [Mg].[Fe].[Ca]